C1(=C(C=CC=C1)C1=C(C(=NN=N1)C=1C(=C2C(=CC1)N=C1C=CC3=C4C=CC=CC4=NC3=C12)C1=C(C=CC=C1)C=1C(=CC=CC1)C1=CC=CC=C1)C1=CC=CC=C1)C1=CC=CC=C1 [(biphenylyl)phenyltriazinyl](terphenylyl)Indolocarbazole